2',4'-Dihydroxy-4-nitrochalcone OC1=C(C(/C=C/C2=CC=C(C=C2)[N+](=O)[O-])=O)C=CC(=C1)O